CCCCCCCCCCCCCCCCCC(=O)OC[C@H](COP(=O)(O)OC[C@H](CO)O)OC(=O)CCCCCCCCCCCCCCCCC 1,2-dioctadecanoyl-sn-glycero-3-phospho-(1'-sn-glycerol)